METHANESULFONYLACETIC ACID CS(=O)(=O)CC(=O)O